N-(3-(N-(3-(trifluoromethyl)phenyl)sulfamoyl)phenyl)nicotinamide FC(C=1C=C(C=CC1)NS(=O)(=O)C=1C=C(C=CC1)NC(C1=CN=CC=C1)=O)(F)F